Benzyl (2R,5R)-5-[[4-[1-(benzenesulfonyl)-6-[(E)-N'-hydroxycarbamimidoyl]pyrrolo[2,3-b]pyridin-3-yl]-5-(trifluoromethyl)pyrimidin-2-yl]amino]-2-methyl-piperidine-1-carboxylate C1(=CC=CC=C1)S(=O)(=O)N1C=C(C=2C1=NC(=CC2)\C(\N)=N/O)C2=NC(=NC=C2C(F)(F)F)N[C@@H]2CC[C@H](N(C2)C(=O)OCC2=CC=CC=C2)C